4-(2-oxoethyl)bicyclo[2.2.1]Heptane-1-carboxylic acid tert-butyl ester C(C)(C)(C)OC(=O)C12CCC(CC1)(C2)CC=O